ClC1=C2C(=CNC2=C(C=C1)N1CCC(CC1)C1=CC=C(C=C1)N1CCC(CC1)CN1CCC(CC1)C1=CC2=NC=C(C=C2N1C)N1C(NC(CC1)=O)=O)C#N 4-Chloro-7-(4-{4-[4-({4-[6-(2,4-dioxo-1,3-diazinan-1-yl)-1-methyl-1H-pyrrolo[3,2-b]pyridin-2-yl]piperidin-1-yl}methyl)piperidin-1-yl]phenyl}piperidin-1-yl)-1H-indole-3-carbonitrile